BrC=1C=C(C=2N(C1)C1(NC2)CC(CCC1)CC)C 6'-BROMO-3-ETHYL-8'-METHYL-2'H-SPIRO[CYCLOHEXANE-1,3'-IMIDAZO[1,5-A]PYRIDIN]